[5-[[3-(trifluoromethyl)cyclobutyl]sulfamoyl]furan-2-carbonyl]oxylithium FC(C1CC(C1)NS(=O)(=O)C1=CC=C(O1)C(=O)O[Li])(F)F